(+/-)-α-amino-3-(4'-chloro-5-(diethoxyphosphinyl)methyl-[1,1'-biphenyl]-3-yl)propanoic acid N[C@@H](C(=O)O)CC=1C=C(C=C(C1)CP(=O)(OCC)OCC)C1=CC=C(C=C1)Cl |r|